(R)-N-(1-cyano-2-methoxyethyl)-4-(2-((1-cyclopropyl-1H-pyrazol-4-yl)amino)-5-methylpyrimidin-4-yl)benzamide C(#N)[C@H](COC)NC(C1=CC=C(C=C1)C1=NC(=NC=C1C)NC=1C=NN(C1)C1CC1)=O